CN(C1=C(C=NC=C1)N)C N4,N4-dimethylpyridine-3,4-diamine